ClC1=CC(=C(N=N1)C=1C(=NC(=CC1)OCC)C(=O)N)NC1=C(C=CC=C1OC)OC (6-chloro-4-((2,6-dimethoxyphenyl)amino)pyridazin-3-yl)-6-ethoxypyridinecarboxamide